NC1=NC=CC=C1S(=O)(=O)NC(=O)C=1C(=NC(=CC1)CCC1CC1)N1C(C[C@@H](C1)C)(C)C N-[(2-Amino-3-pyridyl)sulfonyl]-6-(2-cyclopropylethyl)-2-[(4S)-2,2,4-trimethylpyrrolidin-1-yl]pyridin-3-carboxamid